COCCCN1C=CC2=CC=CC=C12 1-(3-methoxypropyl)-1H-indole